C(C)(C)C1=C(C=C(/C=C/C2=CC=NN2C)C=C1)OC (E)-5-(4-isopropyl-3-methoxystyryl)-1-methyl-1H-pyrazole